COC=1N=C(C2=C(N1)C=CO2)OC 2,4-dimethoxyfuro[3,2-d]pyrimidine